C(N)(=O)C=1C(=C(C(=NC1)OCCOC1OCCCC1)F)C1=C(C(=CC2=C1C[C@](O2)(C2=CC=CC=C2)CNC(OC(C)(C)C)=O)F)Cl Tert-butyl (((2S,4S)-4-(5-carbamoyl-3-fluoro-2-(2-((tetrahydro-2H-pyran-2-yl)oxy)ethoxy)pyridin-4-yl)-5-chloro-6-fluoro-2-phenyl-2,3-dihydrobenzofuran-2-yl)methyl)carbamate